[Cl-].C(CCC)[N+]1=CC=C(C=C1)CCC 1-Butyl-4-propylpyridinium chlorid